N-(8-amino-5-(2-methoxy-3-(1-(1-(pyridin-2-ylmethyl)azetidin-3-yl)-1H-pyrazol-4-yl)phenyl)-2,7-naphthyridin-3-yl)cyclopropanecarboxamide NC=1N=CC(=C2C=C(N=CC12)NC(=O)C1CC1)C1=C(C(=CC=C1)C=1C=NN(C1)C1CN(C1)CC1=NC=CC=C1)OC